B(C1=CC=C(C=C1)CNC(=O)OC(C)(C)C)(O)O 4-N-(Boc)aminomethylphenylboronic acid